N[C@@H](CO)C1=C(C=CC=C1)F (R)-2-amino-2-(2-fluorophenyl)ethanol